ClC=1N=C2C(=C(C(N(C2=CC1)C)=O)C#N)N1C[C@H]([C@H](CC1)N(C1=CC=C(C=C1)OC(F)(F)F)C)C 6-chloro-1-methyl-4-((3R,4S)-3-methyl-4-(methyl(4-(trifluoromethoxy)phenyl)amino)piperidin-1-yl)-2-oxo-1,2-dihydro-1,5-naphthyridine-3-carbonitrile